C(C)(C)(C)C=1C=C(C=C(C1)C(C)(C)C)[C@H]([C@@H](C)C1=NC2=CC=CC=C2C=C1)NC(C)=O N-((1S,2R)-1-(3,5-di-tert-butylphenyl)-2-(quinolin-2-yl)propyl)acetamide